2-(3-Cyanophenyl)-3-(2,6-dimethyl-4-pyridyl)-N-[(1S)-2-hydroxy-1,2-dimethyl-propyl]pyrazolo[1,5-a]pyrimidine-5-carboxamide C(#N)C=1C=C(C=CC1)C1=NN2C(N=C(C=C2)C(=O)N[C@H](C(C)(C)O)C)=C1C1=CC(=NC(=C1)C)C